tert-Butyl 3-[2-[2-[2-[2-[(2R)-2,5,7,8-tetramethyl-2-[(4R,8R)-4,8,12-trimethyltridecyl]chroman-6-yl]oxyethoxy]ethoxy]ethoxy]ethoxy]propanoate C[C@@]1(OC2=C(C(=C(C(=C2CC1)C)OCCOCCOCCOCCOCCC(=O)OC(C)(C)C)C)C)CCC[C@@H](CCC[C@@H](CCCC(C)C)C)C